2-ethyl-4-methylimidazole, imidazolium salt N1C=[NH+]C=C1.C(C)C=1NC=C(N1)C